N(=[N+]=[N-])C(C(=O)O)(CCN)N Azido-L-2,4-diaminobutyric acid